N-[(1R,2S)-2-Hydroxy-1-Hydroxy-methyl-2-(4-nitro-phenyl)-ethyl]-acetamide O[C@]([C@@H](O)NC(C)=O)(C1=CC=C(C=C1)[N+](=O)[O-])C